1-methyl-hexadecyl-3-methylimidazole hydrochloride Cl.CC(CCCCCCCCCCCCCCC)C1=NC=CN1C